4-cyclopropyl-7-(2-((2-cyclopropyl-4-(1-(cyclopropylmethyl)piperidin-4-yl)phenyl)amino)-5-(trifluoromethyl)pyrimidin-4-yl)-3,4-dihydrothieno[2,3-f][1,4]thiazepin-5(2H)-one 1,1-dioxide C1(CC1)N1CCS(C2=C(C1=O)SC(=C2)C2=NC(=NC=C2C(F)(F)F)NC2=C(C=C(C=C2)C2CCN(CC2)CC2CC2)C2CC2)(=O)=O